NC(CN1N=CC(=C1)C1=CC2=C(C=C1OC)OCC1=C2N(N=C1C(=O)N(C)C(C)(C)C)C1=CC(=CC(=C1)Cl)Cl)=O 8-(1-(2-amino-2-oxoethyl)-1H-pyrazol-4-yl)-N-tert-butyl-1-(3,5-dichlorophenyl)-7-methoxy-N-methyl-1,4-dihydrochromeno[4,3-c]pyrazole-3-carboxamide